ethyl 4-((3-(4-(((3R,4S)-3-fluoro-1-isopropylpiperidin-4-yl)amino)-1-(2,2,2-trifluoroethyl)-1H-indol-2-yl)prop-2-yn-1-yl)amino)-3-methoxybenzoate F[C@@H]1CN(CC[C@@H]1NC1=C2C=C(N(C2=CC=C1)CC(F)(F)F)C#CCNC1=C(C=C(C(=O)OCC)C=C1)OC)C(C)C